4-[(2S,5R)-5-methyl-2-piperidyl]aniline C[C@@H]1CC[C@H](NC1)C1=CC=C(N)C=C1